5-ethynyl-6-fluoro-4-[(4R,7S,8S)-14-fluoro-16-methyl-10-oxa-2,12,16,17,19-pentazapentacyclo[9.6.1.14,7.02,8.015,18]nonadeca-1(17),11(18),12,14-tetraen-13-yl]naphthalen-2-ol C(#C)C1=C2C(=CC(=CC2=CC=C1F)O)C1=NC=2OC[C@@H]3[C@@H]4CC[C@H](CN3C3=NN(C(=C1F)C32)C)N4